ClC1=NC=C2N(C(N(C2=N1)C1COCCC1)=O)C 2-chloro-7-methyl-9-(tetrahydro-2H-pyran-3-yl)-7,9-dihydro-8H-purin-8-one